ClC1=CC(=NC=2N1N=C(C2)[C@H](CC)N(C(OC(C)(C)C)=O)C)C2CC2 tert-butyl [(1S)-1-(7-chloro-5-cyclopropylpyrazolo[1,5-a]pyrimidin-2-yl)propyl]methylcarbamate